C1(C(CC2=CC=CC=C12)C1CC(C(N2C(S1)CC(C2C(=O)N)(C)C)=O)NC([C@H](C)NC)=O)C2CC(C(N1C(S2)CC(C1C(=O)N)(C)C)=O)NC([C@H](C)NC)=O 2,3-dihydro-1H-indene-2,1-diylbis(8,8-dimethyl-4-((S)-2-(methylamino)propanamido)-5-oxooctahydropyrrolo[2,1-b][1,3]thiazepine-7-carboxamide)